methyl 4-tert-butyl-2-{[(3R,6R)-6-methyl-1-{[2-(2H-1,2,3-triazol-2-yl)phenyl]carbonyl}piperidin-3-yl]oxy}pyridine-3-carboxylate C(C)(C)(C)C1=C(C(=NC=C1)O[C@H]1CN([C@@H](CC1)C)C(=O)C1=C(C=CC=C1)N1N=CC=N1)C(=O)OC